C(#N)[C@@H](C[C@@H]1C(NCCC1)=O)NC(=O)[C@H]1N(C[C@H]2[C@@H]1CC(C2)(F)F)C(=O)C=2NC1=C(C=CC(=C1C2)C(F)F)Cl (1S,3aR,6aS)-N-((R)-1-cyano-2-((R)-2-oxopiperidin-3-yl)ethyl)-2-(4-(difluoromethyl)-7-chloro-1H-indole-2-carbonyl)-5,5-difluorooctahydrocyclopenta[c]pyrrole-1-carboxamide